ClC1([C@H]([C@@H]1C1=CC(=CC(=C1)Cl)Cl)C(=O)NC=1C=CC(=C(C(=O)NC2=CC=C(C=C2)F)C1)OC(F)(F)F)Cl trans-5-(2,2-Dichloro-3-(3,5-dichlorophenyl)cyclopropane-1-carboxamido)-N-(4-fluorophenyl)-2-(trifluoromethoxy)benzamide